C(C)OC(C)C1=C(C=NC2=CC=CN=C12)NC(OC(C)(C)C)=O tert-butyl (4-(1-ethoxyethyl)-1,5-naphthyridin-3-yl)carbamate